CC1=C(C=CC=C1C(F)(F)F)COC1CNC1 3-[[2-Methyl-3-(trifluoromethyl)phenyl]methoxy]azetidine